(1r,3r)-3-(cyanomethyl)-3-(4-(6-(1-(hydroxymethyl)-1H-pyrazol-4-yl)pyrazolo[1,5-a]pyrazin-4-yl)-1H-pyrazol-1-yl)cyclobutane-1-carbonitrile C(#N)CC1(CC(C1)C#N)N1N=CC(=C1)C=1C=2N(C=C(N1)C=1C=NN(C1)CO)N=CC2